FC(S(=O)(=O)C=1C=C(C=CC1)C[C@@H]1CC2(CN(C2)C(=O)N2CC3(C2)NC(COC3)=O)CC1)(F)F 2-[(6R)-6-[[3-(trifluoromethylsulfonyl)phenyl]methyl]-2-azaspiro[3.4]octane-2-carbonyl]-8-oxa-2,5-diazaspiro[3.5]nonan-6-one